(4-diethylamino-2-hydroxybenzoyl)-benzoic acid hexyl ester C(CCCCC)OC(C1=C(C=CC=C1)C(C1=C(C=C(C=C1)N(CC)CC)O)=O)=O